2-(chloromethyl)pyrimidine hydrochloride Cl.ClCC1=NC=CC=N1